methylacetoacetoxysilane C[SiH2]OC(CC(=O)C)=O